(3S,7aR,11aR)-3-isopropyl-9-[3-[4-(trifluoromethyl)phenyl]propanoyl]-2,3,6,7,7a,8,10,11-octahydrooxazolo[2,3-j][1,6]naphthyridin-5-one C(C)(C)[C@H]1CO[C@@]23CCN(C[C@H]3CCC(N21)=O)C(CCC2=CC=C(C=C2)C(F)(F)F)=O